2,4-dinitro-6-bromoanilinediazonium [N+](=O)([O-])C1=C(N[N+]#N)C(=CC(=C1)[N+](=O)[O-])Br